C[C@H]1[C@@H](N(CC1)C(NC1=CC=C(C=C1)C(C)C)=O)C(=O)NC1=CC=C(C=C1)C1=CC=C(C=C1)C(=O)OC(C)(C)C tert-butyl 4'-{[(3R)-3-methyl-1-{[4-(propan-2-yl)phenyl]carbamoyl}-D-prolyl]amino}[1,1'-biphenyl]-4-carboxylate